ClC=1C=CC2=C(CC(CC=3N2C(=NN3)N3CCN(CC3)C3=NC=CC=C3)=O)C1 8-chloro-1-[4-(pyridin-2-yl)piperazin-1-yl]-4H-[1,2,4]triazolo[4,3-a][1]benzazepin-5(6H)-one